1,2,4-oxadiazole-5(4H)-On O1N=CNC1=O